C[C@@H](CO)C(=O)[O-] The molecule is the hydroxy fatty acid anion that is formed by loss of a proton from the carboxy group of (S)-3-hydroxyisobutyric acid. It is a conjugate base of a (S)-3-hydroxyisobutyric acid. It is an enantiomer of a (R)-3-hydroxyisobutyrate.